C(CCCCCCCCCCCCCCCCC)(=O)O.C([C@H](O)[C@@H](O)[C@H](O)CO)O Xylitol Monostearate